carboxymethyl-2,3-dihydro-1,5-benzo-thiazepin-4(5H)-one C(=O)(O)CC1SC2=C(NC(C1)=O)C=CC=C2